6-[(benzyloxy)carbonyl]-L-lysine tert-butyl ester monohydrochloride Cl.C(C)(C)(C)OC([C@@H](N)CCCC(N)C(=O)OCC1=CC=CC=C1)=O